FC1=C2C(=NC=3N(C2=CC=C1F)C(=NN3)C)C3CCNC1=C(O3)C(=CC=C1)C#CC(C)(C)C (6,7-difluoro-1-methyl-[1,2,4]triazolo[4,3-a]quinazolin-5-yl)-9-(3,3-dimethylbut-1-yn-1-yl)-2,3,4,5-tetrahydrobenzo[b][1,4]oxazepine